ONC(\C=C\C1=C(C=CC=C1)N1CCN(CC1)C(C1=CN=CC=C1)=O)=O (E)-N-hydroxy-3-(2-(4-nicotinoylpiperazin-1-yl)phenyl)acrylamide